COC1=C(C=C(C(=C1)[N+](=O)[O-])OC)CC(CC)N 1-(2,5-dimethoxy-4-nitrophenyl)butan-2-amine